2,6-di-tert-butyl-4-(1-(3-chlorophenyl)-2,2,2-trifluoroethyl)phenol C(C)(C)(C)C1=C(C(=CC(=C1)C(C(F)(F)F)C1=CC(=CC=C1)Cl)C(C)(C)C)O